(2s,4r)-1-(tert-butoxycarbonyl)-4-isopropoxypyrrolidine-2-carboxylic acid C(C)(C)(C)OC(=O)N1[C@@H](C[C@H](C1)OC(C)C)C(=O)O